3-fluoro-5-(3-isopropyl-5-(piperidin-4-yl)-1H-indol-2-yl)-2-methylpyrazolo[1,5-a]pyridine FC=1C(=NN2C1C=C(C=C2)C=2NC1=CC=C(C=C1C2C(C)C)C2CCNCC2)C